2,2,7-trimethyl-1,3-methylenebicyclo[4.4.0]-7-decene CC1(C23CCC=C(C2CCC1C3)C)C